NC=1C(=NC(=CN1)C1=CC=C(C=C1)CO)C(=O)NC1=CC=C(C=C1)S(=O)(=O)CP(OC)(OC)=O dimethyl (4-(3-amino-6-(4-(hydroxymethyl)phenyl)pyrazine-2-carboxamido)phenylsulfonyl)methylphosphonate